4-(4-(trifluoromethyl)pyridin-3-yl)-1H-imidazole FC(C1=C(C=NC=C1)C=1N=CNC1)(F)F